tert-butyl N-[(1R)-2-(2,2-dimethyl-4,6-dioxo-1,3-dioxan-5-yl)-1-methyl-2-oxo-ethyl]carbamate CC1(OC(C(C(O1)=O)C([C@@H](C)NC(OC(C)(C)C)=O)=O)=O)C